BrC=1C=C(SC1)C(=O)OC=1C=CC=2C=CC3=CC=CC=C3C2C1 phenanthren-3-yl 4-bromothiophene-2-carboxylate